[N+](=O)([O-])C=1C=C(C=CC1[N+](=O)[O-])N1CCC(CC1)N1CCN(CC1)C 1-(1-(3,4-dinitrophenyl)piperidin-4-yl)-4-methylpiperazine